beta-stearoyl-acrylic acid C(CCCCCCCCCCCCCCCCC)(=O)C=CC(=O)O